C(CCC)N1C(C2=CN=CC=C2C(=C1)C1=CC(=C(OC2CCN(CC2)CC2CCN(CC2)C(=O)C=2C=CC(=C(C2)N2C(NC(CC2)=O)=O)OC)C=C1)Cl)=O 1-(5-(4-((4-(4-(2-butyl-1-oxo-1,2-dihydro-2,7-naphthyridin-4-yl)-2-chlorophenoxy)piperidin-1-yl)methyl)piperidine-1-carbonyl)-2-methoxyphenyl)dihydropyrimidine-2,4(1H,3H)-dione